N-(4'-cyclopropyl-[1,1'-biphenyl]-3-yl)-3-fluoro-N-methylpyrido[3,2-e][1,2,4]triazolo[4,3-a]pyrimidin-5-amine C1(CC1)C1=CC=C(C=C1)C1=CC(=CC=C1)N(C1=NC=2N(C3=C1C=C(C=N3)F)C=NN2)C